(6-fluoro-2-(pyridin-2-yl)pyrazolo[1,5-a]pyridin-3-yl)methanone FC=1C=CC=2N(C1)N=C(C2C=O)C2=NC=CC=C2